1-((1S,4S)-5-(4-((5-chloro-2-fluoro-4-(((S)-tetrahydrofuran-3-yl)methoxy)phenyl)amino)pyrido[3,2-d]pyrimidin-6-yl)-2,5-diazabicyclo[2.2.1]heptan-2-yl)prop-2-en-1-one ClC=1C(=CC(=C(C1)NC=1C2=C(N=CN1)C=CC(=N2)N2[C@@H]1CN([C@H](C2)C1)C(C=C)=O)F)OC[C@@H]1COCC1